NC=1NC(C=2N(C(N(C2N1)[C@@H]1O[C@@H](C[C@H]1O)CO)=O)CC1=NN(C=C1)C)=O 2-amino-9-((2R,3R,5S)-3-hydroxy-5-(hydroxymethyl)tetrahydrofuran-2-yl)-7-((1-methyl-1H-pyrazol-3-yl)methyl)-7,9-dihydro-1H-purine-6,8-dione